C(#N)C1=CC(=NC2=C(C=C(C=C12)C)C(C)NC1=C(C(=O)O)C=CC=C1)N1CC(CC1)C=1C=NN(C1)C 2-[1-[4-cyano-6-methyl-2-[3-(1-methylpyrazol-4-yl)pyrrolidin-1-yl]-8-quinolyl]ethylamino]benzoic acid